N-(5-chloro-1-(pyridin-4-yl)-1H-pyrazol-4-yl)-3-(4-cyano-3,5-difluorophenyl)propanamide ClC1=C(C=NN1C1=CC=NC=C1)NC(CCC1=CC(=C(C(=C1)F)C#N)F)=O